tert-butyl 6-(4-(methoxycarbonyl)phenyl)-2-oxa-7-azaspiro[3.5]non-5-ene-7-carboxylate tert-Butyl-6-(((trifluoromethyl)sulfonyl)oxy)-2-oxa-7-azaspiro[3.5]non-5-ene-7-carboxylate C(C)(C)(C)OC(=O)N1C(=CC2(COC2)CC1)OS(=O)(=O)C(F)(F)F.COC(=O)C1=CC=C(C=C1)C1=CC2(COC2)CCN1C(=O)OC(C)(C)C